BrC1=CC=C(C(=N1)CN(CCOC)C)N1CCOCC1 N-((6-bromo-3-morpholinopyridin-2-yl)methyl)-2-methoxy-N-methylethan-1-amine